2-(4'-amino-2-chloro-[1,1'-biphenyl]-4-yl)-3-(2,3-dihydrobenzo[b][1,4]dioxin-6-yl)-1-oxo-1,2,3,4-tetrahydroisoquinoline-4-carboxylic acid NC1=CC=C(C=C1)C1=C(C=C(C=C1)N1C(C2=CC=CC=C2C(C1C1=CC2=C(OCCO2)C=C1)C(=O)O)=O)Cl